COC1=C(C=NC=C1)N(C1=CC=C(C=C1)C(F)(F)F)C1CCN(CC1)C(=O)OC(C)(C)C Tert-butyl 4-[N-(4-methoxy-3-pyridyl)-4-(trifluoromethyl)anilino]piperidine-1-carboxylate